C(C1=CC=CC=C1)OC(=O)N1[C@@H]2C[C@H]([C@H](C1)C2)OCC2=C(N=NN2C2CC2)C2=C(C=CC=C2Cl)Cl (1S,4S,5R)-5-[[1-cyclopropyl-4-(2,6-dichlorophenyl)-1H-1,2,3-triazol-5-yl]methoxy]-2-azabicyclo[2.2.1]heptane-2-carboxylic acid benzyl ester